2-fluoro-N-(6-methylpyridin-2-yl)-5-(4-methyl-pyridin-3-yl)benzamide FC1=C(C(=O)NC2=NC(=CC=C2)C)C=C(C=C1)C=1C=NC=CC1C